1-[5-(hydroxymethyl)-2-(4-hydroxy-5-methyl-2-propyl-pyrazol-3-yl)oxazol-4-yl]-5-methyl-pyrazolo[3,4-c]pyridine-3-carboxamide OCC1=C(N=C(O1)C=1N(N=C(C1O)C)CCC)N1N=C(C=2C1=CN=C(C2)C)C(=O)N